3-tridecylbicyclo[1.1.1]pentane-1-carbaldehyde C(CCCCCCCCCCCC)C12CC(C1)(C2)C=O